S(N)(OC1CC2CCC3C4CCNCC4=CC=C3C2=CC1)(=O)=O dodecahydronaphtho[2,1-f]isoquinolin-8-yl sulfamate